FC=1C=C(COC2=NC(N3C(N4COCC[C@@H]4C3)=C2)=O)C=C(C1OC=1C=NN(C1)C)F (R)-3-((3,5-difluoro-4-((1-methyl-1H-pyrazol-4-yl)oxy)benzyl)oxy)-8,9,9a,10-tetrahydropyrimido[6',1':2,3]imidazo[1,5-c][1,3]oxazin-1(6H)-one